The molecule is a tertiary amino compound and a stilbenoid. It has a role as an estrogen receptor antagonist, a bone density conservation agent, an estrogen receptor modulator, an estrogen antagonist, an angiogenesis inhibitor, an EC 2.7.11.13 (protein kinase C) inhibitor, an EC 1.2.3.1 (aldehyde oxidase) inhibitor and an antineoplastic agent. It derives from a hydride of a stilbene. CC/C(=C(\\C1=CC=CC=C1)/C2=CC=C(C=C2)OCCN(C)C)/C3=CC=CC=C3